tert-butyl (2S)-4-(7-chloropyrido[4,3-d]pyrimidin-4-yl)-2-(cyanomethyl)piperazine-1-carboxylate ClC1=CC=2N=CN=C(C2C=N1)N1C[C@@H](N(CC1)C(=O)OC(C)(C)C)CC#N